COC(=O)C(C(C)C)C1=CC(=NO1)OC(=O)N1CCNCC1 [5-(1-methoxycarbonyl-2-methyl-propyl)isoxazol-3-yl]piperazine-1-carboxylate